2-(6-fluoro-1,5-naphthyridin-4-yl)-1H,6H,7H-pyrano[4,3-b]pyrrol-4-one FC=1N=C2C(=CC=NC2=CC1)C1=CC2=C(N1)CCOC2=O